C(=O)(O)C1=CC=C(C=C1)C1=CC(=NC=C1)C1=NC=CC(=C1)C1=CC=C(C=C1)C(=O)O 4,4'-bis(4-carboxyphenyl)-2,2'-bipyridine